N-(1,3-benzodioxol-5-yl)-6-chloro-1H-indole-3-sulfonamide O1COC2=C1C=CC(=C2)NS(=O)(=O)C2=CNC1=CC(=CC=C21)Cl